N-(4-((1-(difluoromethyl)-1H-benzo[d]imidazol-5-yl)oxy)-2-fluoro-3-methylphenyl)-6-(piperazin-1-yl)quinazolin-4-amine hydrochloride Cl.FC(N1C=NC2=C1C=CC(=C2)OC2=C(C(=C(C=C2)NC2=NC=NC1=CC=C(C=C21)N2CCNCC2)F)C)F